1-(2-{[(1R,3R)-3-hydroxycyclobutyl]Amino}pyrimidin-5-yl)urea OC1CC(C1)NC1=NC=C(C=N1)NC(=O)N